(R)-5-(2-(2,5-difluorophenyl)pyrrolidin-1-yl)-N-(4-(piperazin-1-yl)phenyl)pyrazolo[1,5-a]pyrimidine-3-carboxamide FC1=C(C=C(C=C1)F)[C@@H]1N(CCC1)C1=NC=2N(C=C1)N=CC2C(=O)NC2=CC=C(C=C2)N2CCNCC2